5-((1-(1-(2-Cyanopropan-2-yl)-1H-pyrazol-4-yl)-1H-indazol-6-yl)oxy)-5,6,7,8-tetrahydronaphthalene-2-carbonitrile C(#N)C(C)(C)N1N=CC(=C1)N1N=CC2=CC=C(C=C12)OC1C=2C=CC(=CC2CCC1)C#N